1-octadecanoyl-2-(9Z-pentadecenoyl)-glycero-3-phospho-(1'-sn-glycerol) CCCCCCCCCCCCCCCCCC(=O)OC[C@H](COP(=O)(O)OC[C@H](CO)O)OC(=O)CCCCCCC/C=C\CCCCC